C(C)C=1C(=CC=C2C=C(C=C(C12)N1CC=2N=C(N=C(C2CC1)OC)OCC12CCCN2C\C(\C1)=C/F)OCOC)F (Z)-7-(8-ethyl-7-fluoro-3-(methoxymethoxy)naphthalen-1-yl)-2-((2-(fluoromethylene)tetrahydro-1H-pyrrolizin-7a(5H)-yl)methoxy)-4-methoxy-5,6,7,8-tetrahydropyrido[3,4-d]pyrimidine